5-[1-[4-(1-ethoxycarbonylcyclopropyl)phenyl]-4-piperidyl]-3-methyl-triazole-4-carboxylic acid C(C)OC(=O)C1(CC1)C1=CC=C(C=C1)N1CCC(CC1)C1=C(N(N=N1)C)C(=O)O